C(C)OC(CCC(=O)C1=NC(=CC(=C1O)C#N)CC1=C(C=CC=C1C#N)Cl)=O 4-[6-(2-Chloro-6-cyano-benzyl)-4-cyano-3-hydroxy-pyridin-2-yl]-4-oxo-butyric acid ethyl ester